CC1=C(C=C(C=C1)C1=NOC(=N1)[C@H]1N(CC2(CC2)C1)C(=O)OC(C)(C)C)NC(=O)C1=CN=C2N1C=CC(=C2)C=2N=CSC2 tert-butyl (6S)-6-[3-[4-methyl-3-[(7-thiazol-4-ylimidazo[1,2-a]pyridine-3-carbonyl)amino]phenyl]-1,2,4-oxadiazol-5-yl]-5-azaspiro[2.4]heptane-5-carboxylate